C(C)(C)(C)OC(=O)N1C(C2=CC=CC=C2CC1)OCCCCO (4-hydroxybutoxy)-3,4-dihydroisoquinoline-2(1H)-carboxylic acid tert-butyl ester